(5S*)-2-(2-Fluorophenyl)-5-(hydroxymethyl)-N-[(3S)-9-fluoro-2-oxo-5-phenyl-1,3-dihydro-1,4-benzodiazepin-3-yl]-6,7-dihydro-5H-pyrazolo[5,1-b][1,3]oxazine-3-carboxamide FC1=C(C=CC=C1)C1=NN2C(O[C@@H](CC2)CO)=C1C(=O)N[C@@H]1C(NC2=C(C(=N1)C1=CC=CC=C1)C=CC=C2F)=O |o1:12|